2-{4-[(2S)-2,3-dihydro-1,4-benzodioxin-2-yl]benzyl}-1,2,3,4-tetrahydroisoquinoline-4-carboxylic acid O1[C@H](COC2=C1C=CC=C2)C2=CC=C(CN1CC3=CC=CC=C3C(C1)C(=O)O)C=C2